N1=C(C=CC=C1)C=1NC(=NN1)C1CN(CC1)C#N 3-(5-(pyridin-2-yl)-4H-1,2,4-triazol-3-yl)pyrrolidine-1-carbonitrile